ClC1=NC=C(C=C1C1=C(C=CC=C1)S(=O)(=O)N)C=1C=C2C(=NNC2=NC1)C=1C=NC(=CC1)N1CCOCC1.[N] nitrogen (2-chloro-5-(3-(6-morpholinopyridin-3-yl)-1H-7-azaindazol-5-yl)pyridin-3-yl)benzenesulfonamide